4-[(E)-3-oxoprop-1-enyl]furan-2-carbonitrile O=C/C=C/C=1C=C(OC1)C#N